C1(CC1)C1=CC(=NN1)NC1=NC(=NC2=CC=C(C=C12)I)C(=O)N1CC(N(CC1)C(=O)OC(C)(C)C)C tert-butyl 4-(4-((5-cyclopropyl-1H-pyrazol-3-yl) amino)-6-iodoquinazoline-2-carbonyl)-2-methylpiperazine-1-carboxylate